BrC1=CC=C2C(=NN(C(C2=C1)=O)C)C 7-bromo-2,4-dimethylphthalazin-1(2H)-one